CC1OC(C(C(C1O)O)O)OC1=C2C(=CNC2=CC=C1)CCN1CCCC1 2-methyl-6-((3-(2-(pyrrolidin-1-yl)ethyl)-1H-indol-4-yl)oxy)tetrahydro-2H-pyran-3,4,5-triol